2-((3,5-dicyano-4-cyclopropyl-6-(1,4-diazepan-1-yl)pyridin-2-yl)thio)-2-(pyridin-4-yl)acetamide C(#N)C=1C(=NC(=C(C1C1CC1)C#N)N1CCNCCC1)SC(C(=O)N)C1=CC=NC=C1